C(C)(SC1C[C@H]2C([C@H]2C1)NC(=O)OCC1=CC=CC=C1)=O S-((1R,3s,5S,6s)-6-(((benzyloxy)carbonyl)amino)bicyclo[3.1.0]hexan-3-yl) ethanethioate